Tetramethyl silicate [Si](OC)(OC)(OC)OC